(2-(5-(1-(3,5-dichloropyridin-4-yl)ethoxy)-1H-indazol-3-yl)-3,4,6,7-tetrahydro-5H-imidazo[4,5-c]pyridin-5-yl)(4-methylpiperazin-1-yl)ketone ClC=1C=NC=C(C1C(C)OC=1C=C2C(=NNC2=CC1)C1=NC2=C(CN(CC2)C2N(CCN(C2)C)C(=O)N2C(CN(CC2)C)N2CC3=C(CC2)N=C(N3)C3=NNC2=CC=C(C=C32)OC(C)C3=C(C=NC=C3Cl)Cl)N1)Cl